CC(C(=O)C1=CC=C(C=C1)SC)(C)N1CCOCC1 2-methyl-1-[4-(methylthio)phenyl]-2-morpholino-propan-1-on